2-(3a-hydroxy-1-trityl-1,2,3,3a,8,8a-hexahydropyrrolo[2,3-b]indole-2-carboxamido)acetic acid OC12C(NC3=CC=CC=C13)N(C(C2)C(=O)NCC(=O)O)C(C2=CC=CC=C2)(C2=CC=CC=C2)C2=CC=CC=C2